({2-fluoro-8-(4,4,5,5-tetramethyl-1,3,2-dioxaborolan-2-yl)-1-naphthalenyl}ethynyl)triisopropylsilane FC1=C(C2=C(C=CC=C2C=C1)B1OC(C(O1)(C)C)(C)C)C#C[Si](C(C)C)(C(C)C)C(C)C